N-(pyridazin-4-yl)piperidine-1-carboxamide N1=NC=C(C=C1)NC(=O)N1CCCCC1